alpha-ketomalonic acid O=C(C(=O)O)C(=O)O